Cl[C@H](CO)C(C)C (S)-2-chloro-3-methylbutan-1-ol